C(CCC)(=O)NC(C=1C=C(C(=O)NCCNC=2C=C3C(N(C(C3=CC2)=O)C2C(NC(CC2)=O)=O)=O)C=CC1)C1=CC(=C2C=CC=NC2=C1O)C 3-(butyramido(8-hydroxy-5-methyl-quinolin-7-yl)meth-yl)-N-(2-((2-(2,6-dioxopiperidin-3-yl)-1,3-dioxoisoindolin-5-yl)amino)ethyl)-benzamide